Cl.CC=1C=C(C=C2C(NC(=NC12)C1=CC2=C(C=N1)C=CS2)=O)CN2CCCC2 8-methyl-6-(pyrrolidin-1-ylmethyl)-2-thieno[3,2-c]pyridin-6-yl-3H-quinazolin-4-one hydrochloride